CC1=C(C=C(C=C1)C#CCN1CCCC1)[N+](=O)[O-] 1-[3-(4-methyl-3-nitro-phenyl)prop-2-ynyl]pyrrolidine